IC1=NNC2=CC(=CC=C12)SC1=C(C(=O)NCC(F)(F)F)C=CC=C1 2-[(3-iodo-1H-indazol-6-yl)sulfanyl]-N-(2,2,2-Trifluoroethyl)benzamide